1-(1-(4-(1-(Cyclopropylmethyl)-1,2,3,6-tetrahydropyridin-4-yl)benzyl)-1H-indol-5-yl)-5-methyl-1H-pyrazol-3-carboxamid C1(CC1)CN1CCC(=CC1)C1=CC=C(CN2C=CC3=CC(=CC=C23)N2N=C(C=C2C)C(=O)N)C=C1